1-benzyl-3-(4-chlorophenyl)-5-Methyl-6-(propylthio)-3,5-dihydroimidazo[4,5-c][1,2]thiazin-4(1H)-one 2,2-dioxide C(C1=CC=CC=C1)N1S(C(C(C2=C1N=C(N2C)SCCC)=O)C2=CC=C(C=C2)Cl)(=O)=O